1-(trifluoromethylsulfonyl)imidazole FC(S(=O)(=O)N1C=NC=C1)(F)F